C1(CC1)C1=CC(=C(C(=N1)OC)C(C)=O)O 1-(6-cyclopropyl-4-hydroxy-2-methoxypyridin-3-yl)ethan-1-one